4-(7-(8-ethyl-7-fluoro-3-(methoxymethoxy)-1-naphthyl)-8-fluoro-2-methylsulfanyl-pyrido[4,3-d]pyrimidin-4-yl)-1,4-oxazepane C(C)C=1C(=CC=C2C=C(C=C(C12)C1=C(C=2N=C(N=C(C2C=N1)N1CCOCCC1)SC)F)OCOC)F